(E)-1-(3-(1H-pyrazol-1-yl)phenyl)ethan-1-one N1(N=CC=C1)C=1C=C(C=CC1)C(C)=O